1-[5-ethylsulfinyl-6-[7-methyl-3-(trifluoromethyl)imidazo[4,5-c]pyridazin-6-yl]-3-pyridyl]cyclopropanecarbonitrile C(C)S(=O)C=1C=C(C=NC1C1=NC2=C(N=NC(=C2)C(F)(F)F)N1C)C1(CC1)C#N